2-[3-(dimethylamino)-2-hydroxypropoxy]-3'-methoxybibenzyl CN(CC(COC1=C(C=CC=C1)CCC1=CC(=CC=C1)OC)O)C